COC1=C(C=C(C=C1)C)C1(OCC(C1)=C)C(=O)NS(=O)(=O)C1=C2C=CC(=NC2=CC=C1)C 2-(2-methoxy-5-methylphenyl)-4-methylene-N-((2-methylquinolin-5-yl)sulfonyl)tetrahydrofuran-2-carboxamide